FC1=C(C#N)C(=CC=C1)C1=CC=CC2=C1NC(=NS2(=O)=O)NC 2-fluoro-6-(3-(methylamino)-1,1-dioxido-4H-benzo[e][1,2,4]thiadiazin-5-yl)benzonitrile